tert-butyl 1-(1,2,3,4-tetrahydroisoquinolin-6-yl)cyclopropane-1-carboxylate C1NCCC2=CC(=CC=C12)C1(CC1)C(=O)OC(C)(C)C